(9aR)-8-(2-(4-Methoxy-3-(1-methyl-1H-pyrazol-5-yl)phenyl)propyl)-9-oxooctahydro-2H-pyrazino[1,2-a]pyrazin COC1=C(C=C(C=C1)C(CN1C([C@@H]2N(CCNC2)CC1)=O)C)C1=CC=NN1C